4-(3-(hydroxymethyl)cyclobutyl)piperazin-2-one OCC1CC(C1)N1CC(NCC1)=O